ClC1=C(C(=O)N2COC3=C(C2)C=CC=C3C3=CC(=C(C(=O)O)C=C3F)N3C2COCC3CC2)C(=CC(=C1)N1CC2(C1)CC(C2)(OC)OC)Cl 4-[3-[2,6-Dichloro-4-(6,6-dimethoxy-2-azaspiro[3.3]heptan-2-yl)benzoyl]-2,4-dihydro-1,3-benzoxazin-8-yl]-5-fluoro-2-(3-oxa-8-azabicyclo[3.2.1]octan-8-yl)benzoic acid